C1(=CC=CC=C1)[C@@H](CCNC1=CC=C(C=C1)OC)C1=NC=CC=C1 (R)-N-(3-phenyl-3-(2-pyridyl)propyl)-4-methoxyaniline